COC1=CC(=NN1C1=CC=C(C=C1)CN1C2=NC(=NC=C2N(C1=N)CC(F)(F)F)C=1C(=NC=NC1C(F)(F)F)OC)C(F)(F)F 9-[[4-[5-methoxy-3-(trifluoromethyl)pyrazol-1-yl]phenyl]methyl]-2-[4-methoxy-6-(trifluoromethyl)pyrimidin-5-yl]-7-(2,2,2-trifluoroethyl)purin-8-imine